CN(C1=NC(N(C2=CC=C(C=C12)C(F)(F)F)CC(F)(F)F)=O)C(C)C=1N(N=CN1)C1=NC=CC=N1 4-[methyl-[1-(2-pyrimidin-2-yl-1,2,4-triazol-3-yl)ethyl]amino]-1-(2,2,2-trifluoroethyl)-6-(trifluoromethyl)-quinazolin-2-one